8-Aza-adenine N1=CN=C2N=NNC2=C1N